N1N=CC2=CC=C(C=C12)C1=NC(=NO1)C1=CC=C(C=C1)C[C@@H](C(=O)O)N (S)-3-(4-(5-(1H-indazol-6-yl)-1,2,4-oxadiazol-3-yl)phenyl)-2-aminopropanoic acid